N1(CCCC1)C1CNC1 3-(pyrrolidin-1-yl)azetidin